6,7-dihydro-4H-thiazolo[5,4-c]pyridine N1=CSC=2CNCCC21